C(C1=CC=CC=C1)N1CC=2N=C3N(CCN(C3)C(=O)OC(C)(C)C)C2C=C1 2-Benzyl-8-(tert-butoxycarbonyl)-6,7,8,9-tetrahydropyrido[3',4':4,5]imidazo[1,2-a]pyrazine